C(C)C1=CC=C(C=C1)C=1C=NC2=NC3=C(N2C1)C=CC=C3 3-(4-ethylphenyl)pyrimido[1,2-a]benzimidazole